COC1=C(C=CC(=C1)N1CCC(CC1)N1CCN(CC1)C)NC=1N=C(C2=C(N1)NC=C2)NC2=C(C=1N(C=C2)C=CN1)P(C)(C)=O (7-((2-((2-methoxy-4-(4-(4-methylpiperazin-1-yl)piperidin-1-yl)phenyl)amino)-7H-pyrrolo[2,3-d]pyrimidin-4-yl)amino)imidazo[1,2-a]pyridin-8-yl)dimethyl-phosphine oxide